[Br-].C(=O)(O)C[N+]1=C(C=CC=C1C(=O)OC)C(=O)OC (carboxymethyl)-2,6-bis(methoxycarbonyl)pyridine-1-ium bromide